C12(CC3CC(CC(C1)C3)C2)NCC=2N=NN(C2)CCSC2=C3CN(C(C3=CC=C2)=O)C2C(NC(CC2)=O)=O 3-(4-((2-(4-((adamantan-1-ylamino)methyl)-1H-1,2,3-triazol-1-yl)ethyl)thio)-1-oxoisoindolin-2-yl)piperidine-2,6-dione